BrC=1C=C2CN(C(C2=C(C1)F)=O)C(C)C1CC1 5-bromo-2-(1-cyclopropylethyl)-7-fluoroisoindol-1-one